N-(1-(5-bromo-3-chloropyridin-2-yl)ethyl)-2,4-dichloronicotinamide BrC=1C=C(C(=NC1)C(C)NC(C1=C(N=CC=C1Cl)Cl)=O)Cl